OC[C@@H](C(=O)N1CC2=NN(C=C2C1)S(=O)(=O)C=1C=CC2=C(CN(C(O2)=O)C)C1)C1=CC=CC=C1 6-({5-[(2S)-3-hydroxy-2-phenylpropanoyl]-2H,4H,5H,6H-pyrrolo[3,4-c]pyrazol-2-yl}sulfonyl)-3-methyl-3,4-dihydro-2H-1,3-benzoxazin-2-one